8-fluoro-N-(1-((1S,2R)-2-fluorocyclopropyl)-2-oxo-1,2-dihydropyridin-3-yl)-7-isopropoxy-2-((1S,4R)-1-methyl-2-oxabicyclo[2.2.1]heptan-4-yl)imidazo[1,2-a]pyridine-6-carboxamide FC=1C=2N(C=C(C1OC(C)C)C(=O)NC=1C(N(C=CC1)[C@@H]1[C@@H](C1)F)=O)C=C(N2)[C@@]21CO[C@@](CC2)(C1)C